C1(=CC=CC=C1)C(C1C(CC(CC1)C)O)(C)C 8-phenylmenthol